COC1=C(C(=CC=C1)O[C@H]1C[C@H](CC1)NC)C1=CC(=NN1)NC=1N=CC(=NC1)C#N 5-((5-(2-methoxy-6-(((1R,3S)-3-(methylamino)cyclopentyl)oxy)phenyl)-1H-pyrazol-3-yl)amino)pyrazine-2-carbonitrile